2,N-dicyclohexyl-2-[2-(3-methoxy-4-methyl-phenyl)-benzoimidazol-1-yl]-acetamide C1(CCCCC1)C(C(=O)NC1CCCCC1)N1C(=NC2=C1C=CC=C2)C2=CC(=C(C=C2)C)OC